N-(3',4'-difluoro[1,1'-biphenyl]-2-yl)-3-(trifluoromethyl)-2-pyrazinecarboxamide FC=1C=C(C=CC1F)C1=C(C=CC=C1)NC(=O)C1=NC=CN=C1C(F)(F)F